2-{4-[(9R)-9-hydroxy-2-(3-hydroxy-3-methylbutyloxy)-9-(trifluoromethyl)-9H-fluoren-4-yl]-1H-pyrazol-1-yl}-2-methylpropanamide monohydrate O.O[C@@]1(C2=CC=CC=C2C=2C(=CC(=CC12)OCCC(C)(C)O)C=1C=NN(C1)C(C(=O)N)(C)C)C(F)(F)F